((2-(4-(3-hydroxypropyl)piperidin-1-yl)ethyl)azanediyl)bis(hexane-6,1-diyl) bis(2-hexyldecanoate) C(CCCCC)C(C(=O)OCCCCCCN(CCCCCCOC(C(CCCCCCCC)CCCCCC)=O)CCN1CCC(CC1)CCCO)CCCCCCCC